FC1=C(OC2=C(C=C(C(=O)NC3C(N(CC3)C)=O)C=C2)C=2C3=C(C(N(C2)C)=O)NC=C3)C=CC(=C1)F 4-(2,4-difluorophenoxy)-3-(6-methyl-7-oxo-6,7-dihydro-1H-pyrrolo[2,3-c]pyridin-4-yl)-N-(1-methyl-2-oxopyrrolidin-3-yl)benzamide